Cl(=O)(=O)(=O)[O-].N(=[N+]=[N-])CCCOC=1C=C(C=C2OC3=CC(C=CC3=NC12)=[N+](C)C)N1CCCCC1 (9-(3-azido-propoxy)-7-piperidin-1-yl-phenoxazin-3-ylidene)-dimethyl-ammonium perchlorate